N[C@H](C(=O)O)CCC1=CC(=C(C=C1)C(F)(F)F)C#N (2S)-2-amino-4-[3-cyano-4-(trifluoromethyl)phenyl]butanoic acid